(ethylsulfonyl)-2-(naphthalen-2-yl)benzoxazole C(C)S(=O)(=O)C1=CC=CC2=C1N=C(O2)C2=CC1=CC=CC=C1C=C2